5-(2-hydroxy-prop-2-yl)-N-(6-methyl-5-(7-(methylamino)-1,6-naphthyridin-3-yl)pyridin-3-yl)nicotinamide OC(C)(C)C=1C=NC=C(C(=O)NC=2C=NC(=C(C2)C=2C=NC3=CC(=NC=C3C2)NC)C)C1